1-[2-(hexadecyloxy)ethyl]-2-pentadecyl-3-(2-hydroxyethyl)imidazoline chloride [Cl-].C(CCCCCCCCCCCCCCC)OCCN1C(N(CC1)CCO)CCCCCCCCCCCCCCC